NC1=C(C(=NN1[C@H](C(F)(F)F)C)Br)C(=O)N 5-amino-3-bromo-1-[(1S)-2,2,2-trifluoro-1-methyl-ethyl]pyrazole-4-carboxamide